2-(thiacyclohexan-4-yl)ethylnitrogen S1CCC(CC1)CC[N]